bromo-4-ethyl-1-((3-iodo-1-methyl-1H-pyrazol-4-yl)methyl)-1H-pyrazole-3-carboxylic acid BrC1=C(C(=NN1CC=1C(=NN(C1)C)I)C(=O)O)CC